5-(1,1-dimethylhexyl)-4-hydroxy-2-methylbenzoic acid CC(CCCCC)(C)C=1C(=CC(=C(C(=O)O)C1)C)O